FC(C(=O)O)(F)F.NCCCC[C@H](C(=O)N1CCOCC1)NC([C@@H](CC(C)C)NC([C@@H](CC1=CC=CC=C1)NC(CNC1CC2=CC=CC=C2C1)=O)=O)=O (R)-N-((R)-6-amino-1-morpholinyl-1-oxohexan-2-yl)-2-((R)-2-(2-((2,3-dihydro-1H-inden-2-yl)amino)acetamido)-3-phenylpropionylamino)-4-methylpentanamide trifluoroacetate